C1(CC(CCCCC)O1)=O γ-Octanolide